2-[[(1R,2R)-2-[bis(carboxymethyl)amino]cyclohexyl]-[(2S)-2-[bis(carboxymethyl)amino]-3-(4-isothiocyanatophenyl)propyl]amino]acetic acid C(=O)(O)CN([C@H]1[C@@H](CCCC1)N(CC(=O)O)C[C@H](CC1=CC=C(C=C1)N=C=S)N(CC(=O)O)CC(=O)O)CC(=O)O